C(C)(C)(C)N1CN(\C(\N=C1)=N/C1=CC2=CN(N=C2C=C1Cl)C)CC1=C(C=C(C(=C1)F)F)F (E)-3-tert-butyl-6-((6-chloro-2-methyl-2H-indazol-5-yl)imino)-1-(2,4,5-triFluorobenzyl)-1,3,5-triazine